C(C)(C)(C)OC(=O)N1CC2(C1)CCN(CC2)C#CCC2=CC=CC=C2 7-(3-Phenylpropynyl)-2,7-diazaspiro[3.5]nonane-2-carboxylic acid tert-butyl ester